(S)-1-(5-Chloro-4-((2-cyclopropyl-3,3-difluoro-7-methyl-6-oxo-1,2,3,4,6,7-hexahydro-[1,4]oxazepino[2,3-c]chinolin-10-yl)amino)pyrimidin-2-yl)azetidin-3-carbonitril ClC=1C(=NC(=NC1)N1CC(C1)C#N)NC1=CC=2C3=C(C(N(C2C=C1)C)=O)OCC([C@@H](N3)C3CC3)(F)F